((butyl(ethoxycarbonyl)amino)(4-chlorophenyl)methyl)benzoate C(CCC)N(C(=O)OCC)C(C1=CC=C(C=C1)Cl)OC(C1=CC=CC=C1)=O